C1=CC(=CC=C1)S(=O)(=O)F 3-benzenesulfonyl fluoride